2-(4-(2-(2,6-dimethylpyridin-4-yl)-3-isopropyl-1H-indol-5-yl)piperidin-1-yl)-N-(tetrahydrofuran-3-yl)acetamide CC1=NC(=CC(=C1)C=1NC2=CC=C(C=C2C1C(C)C)C1CCN(CC1)CC(=O)NC1COCC1)C